OC(=O)C(F)(F)F.FC1=CC=C(C=C1)C1C(C1)NCC1=CC=C(C=C1)/C=C/C(=O)NO (E)-3-(4-{[2-(4-Fluoro-phenyl)-cyclopropylamino]-methyl}-phenyl)-N-hydroxy-acrylamide TFA salt